3-(pyridin-2-yl)-N-(4-(trifluoro-methyl)pyridin-2-yl)-1,2,4-oxadiazol-5-amine N1=C(C=CC=C1)C1=NOC(=N1)NC1=NC=CC(=C1)C(F)(F)F